N[C@@H]1C[C@H](N(C1)C(=O)C=1N=C2N(C=C(C=C2)Cl)C1)C=1SC=C(N1)C(=O)NCC1=CC=C(C=C1)C(N)=N 2-((2S,4R)-4-Amino-1-(6-chloroimidazo[1,2-a]pyridin-2-carbonyl)pyrrolidin-2-yl)-N-(4-carbamimidoylbenzyl)thiazol-4-carboxamid